C(C)OC(=O)C=1N=NC2=CC=CC(=C2C1)N1N=NC(=C1)C(F)(F)F 5-[4-(trifluoromethyl)triazol-1-yl]cinnoline-3-carboxylic acid ethyl ester